4-((cis)-4-((R)-1-(6-chloro-1H-imidazo[4,5-b]pyridin-2-yl)ethyl)cyclohexyl)-6-fluoroquinoline ClC=1C=C2C(=NC1)N=C(N2)[C@H](C)[C@H]2CC[C@H](CC2)C2=CC=NC1=CC=C(C=C21)F